COC1=NC2=CC=CC=C2C(=C1)N(C)C 2-methoxy-N,N-dimethylquinolin-4-amine